tert-Butyl N-[1-[[4-[(3-nitro-5-phenyl-2-pyridyl)amino]phenyl]methyl]-4-piperidyl]carbamate [N+](=O)([O-])C=1C(=NC=C(C1)C1=CC=CC=C1)NC1=CC=C(C=C1)CN1CCC(CC1)NC(OC(C)(C)C)=O